(5R,8S)-N-(2,3-dichlorobenzyl)-5-fluoro-8-hydroxy-5,6,7,8-tetrahydroquinoline-5-carboxamide ClC1=C(CNC(=O)[C@@]2(C=3C=CC=NC3[C@H](CC2)O)F)C=CC=C1Cl